((1r,4r)-4-aminocyclohexyl)methanol trifluoroacetate salt FC(C(=O)O)(F)F.NC1CCC(CC1)CO